5-[6-(ethylamino)-2-fluoropyridin-3-yl]-N-[(3S)-9-fluoro-2-oxo-5-phenyl-1,3-dihydro-1,4-benzodiazepine-3-yl]-1-(oxetan-3-yl)pyrazole-4-carboxamide C(C)NC1=CC=C(C(=N1)F)C1=C(C=NN1C1COC1)C(=O)N[C@@H]1C(NC2=C(C(=N1)C1=CC=CC=C1)C=CC=C2F)=O